2-[5-[(E)-Pent-2-en-3-yl]oxy-2-[(E)-3-phenylprop-2-enoyl]phenoxy]acetic acid C\C=C(/CC)\OC=1C=CC(=C(OCC(=O)O)C1)C(\C=C\C1=CC=CC=C1)=O